CC(C#CC1=NC(=NC(=N1)NC(C)C)NC(C)C)(C)C 6-(3,3-Dimethylbut-1-yn-1-yl)-N2,N4-diisopropyl-1,3,5-triazine-2,4-diamine